N,N-bis(2-aminoethyl) ethylenediamine tert-butyl 4-(6-benzyl-4-cyano-3-(4-methylpiperazin-1-yl)-5,6,7,8-tetrahydro-2,6-naphthyridin-1-yl)-2-(cyanomethyl)piperazine-1-carboxylate C(C1=CC=CC=C1)N1CC=2C(=C(N=C(C2CC1)N1CC(N(CC1)C(=O)OC(C)(C)C)CC#N)N1CCN(CC1)C)C#N.NCCN(CCN)CCN